C1(=CC=CC=C1)N(C(SSC(N(C)C1=CC=CC=C1)=S)=S)C diphenyl-dimethylthiuram disulfide